N-(6-Methoxy-8-oxo-7-propyl-8,9-dihydro-7H-purin-2-yl)acetamide COC1=C2N(C(NC2=NC(=N1)NC(C)=O)=O)CCC